CCOS(OC(C(C(=O)[O-])S(=O)(=O)O)(C(=O)[O-])OS(=O)(=O)OCC)(=O)=O.[Na+].IC=1C=NN(C1C)CC12CC3(CC(CC(C1)(C3)C)(C2)C)OCCO.[Na+] 2-({3-[(4-iodo-5-methyl-1H-pyrazol-1-yl)methyl]5,7-Dimethyladamantane-1-yl}oxy)ethan-1-ol sodium bis-(2-ethylsulfoxy)-sulfosuccinate